NC1=NC=C(C=C1OC(C)C1=CC(=C(C(=O)N)C=C1)CCC1=C(C=CC=C1Cl)Cl)C1=CC=C(C=C1)C(=O)N1CCC(CC1)N1CCCC1 4-(1-{2-amino-5-[4-(4-pyrrolidin-1-yl-piperidine-1-carbonyl)-phenyl]-pyridin-3-yloxy}-ethyl)-[2-(2,6-dichloro-phenyl)-ethyl]-benzamide